NC1=C(C(=O)NCC2=C(C=CC=C2)C(F)(F)F)C(=CC=C1F)Br 2-amino-6-bromo-3-fluoro-N-(2-(trifluoromethyl)benzyl)benzamide